8,9-dimethyl-4H-pyrimido[1,2-b]pyridazin-4-one CC1=C(C=2N(N=C1)C(C=CN2)=O)C